FC(C=1C=C2C(=NC1)N=CN2)(F)F 6-(trifluoromethyl)-1H-imidazo[4,5-b]pyridine